(S)-2-amino-3-(4-dihydroxyboryl-2-(methylsulfonyl)phenyl)-2-methylpropanoic acid N[C@](C(=O)O)(CC1=C(C=C(C=C1)B(O)O)S(=O)(=O)C)C